ClC1=C2CCCNC2=CC=C1 (2R)-5-chloro-1,2,3,4-tetrahydroquinolin